(cis)-4-((((2s,4s)-4-(6-carbamoyl-2-fluoro-3-methoxyphenyl)-5-chloro-2-phenyl-2,3-dihydrobenzofuran-2-yl)methyl)amino)cyclohexanecarboxylic acid C(N)(=O)C1=CC=C(C(=C1C1=C(C=CC2=C1C[C@](O2)(C2=CC=CC=C2)CN[C@H]2CC[C@H](CC2)C(=O)O)Cl)F)OC